2,5-dioxopyrrolidin-1-yl 2-chlorobenzoate ClC1=C(C(=O)ON2C(CCC2=O)=O)C=CC=C1